N-(3-(4-methylpiperidin-1-yl)-4-(4-propylpiperazine-1-carbonyl)phenyl)cyclopropanecarboxamide CC1CCN(CC1)C=1C=C(C=CC1C(=O)N1CCN(CC1)CCC)NC(=O)C1CC1